NC=1C=CC(=C2CN(C(C12)=O)C/C(=C/C1=CC=C(C=C1)F)/C#N)C=1C=C(C(=O)NC)C=CC1 3-{7-amino-2-[(2Z)-2-cyano-2-[(4-fluorophenyl)methylidene]ethyl]-1-oxo-2,3-dihydro-1H-isoindol-4-yl}-N-methylbenzamide